(RS)-4-((2,2-difluoro-6-phenyl-7-azaspiro[3.5]non-7-yl)methyl)-5-methoxy-7-methyl-1H-indole-1-carboxylic acid tert-butyl ester C(C)(C)(C)OC(=O)N1C=CC2=C(C(=CC(=C12)C)OC)CN1[C@H](CC2(CC(C2)(F)F)CC1)C1=CC=CC=C1 |r|